NC=1C2=C(N=CN1)C(=CC(=N2)C=2C=C(C=CC2)C#C[C@]2(C(N(CC2)C)=O)O)C(F)F (R)-3-((3-(4-Amino-8-(difluoromethyl)pyrido[3,2-d]pyrimidin-6-yl)phenyl)ethynyl)-3-hydroxy-1-methylpyrrolidin-2-one